NC1CC2(C1)CCS(CC2)(=O)=O 2-Amino-7-thiaspiro[3.5]nonane 7,7-dioxide